((2,2-bis(fluoromethyl)-3-vinyl-2H-chromen-7-yl)oxy)triisopropylsilane FCC1(OC2=CC(=CC=C2C=C1C=C)O[Si](C(C)C)(C(C)C)C(C)C)CF